Ethyl 2-formyl-4-methyl-1-((2-(trimethylsilyl)ethoxy)methyl)-1H-imidazole-5-carboxylate C(=O)C=1N(C(=C(N1)C)C(=O)OCC)COCC[Si](C)(C)C